3,2'-dioxo-1,3,1',2'-tetrahydro-[2,3']biindolylidene O=C1C(NC2=CC=CC=C12)=C1C(NC2=CC=CC=C12)=O